C(C)(C)(C)P(C(C)(C)C)[C-]1C=CC=C1.[CH-]1C=CC=C1.[Fe+2] (Di-tert-butylphosphino)ferrocene